1-[(3S,5R)-1-(prop-2-enoyl)-5-[(trifluoromethoxy)methyl]pyrrolidin-3-yl]pyrazole-4-carboxamide C(C=C)(=O)N1C[C@H](C[C@@H]1COC(F)(F)F)N1N=CC(=C1)C(=O)N